benzyl 1-(9H-fluoren-9-yl)-3,6-dioxo-2,9,12-trioxa-4,7-diazatetradecan-14-oate C1=CC=CC=2C3=CC=CC=C3C(C12)COC(NCC(NCOCCOCC(=O)OCC1=CC=CC=C1)=O)=O